C(#N)C=P(CCCC)(CCCC)CCCC Cyanomethylenetri-n-butylphosphorane